CN1N=CC(=C1)C1=NC=C(C(=N1)N1[C@@H]2CN([C@@H](C1)C2)C2=CC(=CC=C2)N2C=CC=C2)C#N 2-(1-methyl-1H-pyrazol-4-yl)-4-{(1S,4R)-5-[3-(1H-pyrrol-1-yl)phenyl]-2,5-diazabicyclo[2.2.1]hept-2-yl}pyrimidine-5-carbonitrile